IC=1C=C2C(=CNC2=CC1)CCC(=O)O 3-(5-iodo-1H-indol-3-yl)propionic acid